O=C(CC[C@H]1NC(OC1)=O)N1CC(C1)C1=CC=C(C=C1)N1CC(C1)C(F)(F)F (4R)-4-[3-Oxo-3-[3-[4-[3-(trifluoromethyl)azetidin-1-yl]phenyl]azetidin-1-yl]propyl]oxazolidin-2-one